C(C1=CC=CC=C1)OC(=O)N(CC[C@@H]1CN(CCC1)C(=O)OC(C)(C)C)C1CCC(CC1)(F)F tert-Butyl (R)-3-(2-(((benzyloxy)carbonyl)(4,4-difluorocyclohexyl)amino)ethyl)piperidine-1-carboxylate